N1(CCCC1)C=1C=C(C=CC1)NC(=O)CCC(=O)O 3-([3-(PYRROLIDIN-1-YL)PHENYL]CARBAMOYL)PROPANOIC ACID